3-(4-(((3S,4R)-4-(4-fluorophenyl)piperidin-3-yl)methoxy)phenoxy)-N,N-dimethylpropan-1-amine FC1=CC=C(C=C1)[C@H]1[C@@H](CNCC1)COC1=CC=C(OCCCN(C)C)C=C1